2-(3-methoxy-2,6-dimethylbenzyl)-5-methyl-6-(pyrrolidin-1-yl)pyridazin-3(2H)-one COC=1C(=C(CN2N=C(C(=CC2=O)C)N2CCCC2)C(=CC1)C)C